COCC1=NN(C=C1C(=O)N)CC1=CC=C2C(CN(CC2=C1)C)(C)C (methoxymethyl)-1-[(2,4,4-trimethyl-1,3-dihydroisoquinolin-7-yl)methyl]pyrazole-4-carboxamide